BrC=1N=C(C=2N(C1)C=C(N2)C)OC 6-bromo-8-methoxy-2-methylimidazo[1,2-a]pyrazine